C(C)C(C(=O)[O-])CCCC.[Sn+4].C(C)C(C(=O)[O-])CCCC.C(C)C(C(=O)[O-])CCCC.C(C)C(C(=O)[O-])CCCC tin 2-ethylhexanate